4-(benzyl(methyl)amino)piperidin-2-one C(C1=CC=CC=C1)N(C1CC(NCC1)=O)C